5-fluoro-N-(1-((4-fluorophenyl)sulfonyl)piperidin-4-yl)-4-(8-fluoroquinolin-6-yl)pyrimidin-2-amine FC=1C(=NC(=NC1)NC1CCN(CC1)S(=O)(=O)C1=CC=C(C=C1)F)C=1C=C2C=CC=NC2=C(C1)F